tert-Butyl 4-(4-bromo-2-methyl-1H-indol-1-yl)piperidine-1-carboxylate Sodium [Na].BrC1=C2C=C(N(C2=CC=C1)C1CCN(CC1)C(=O)OC(C)(C)C)C